(2-[2-(9-fluorenylmethoxycarbonyl-amino)ethoxy]ethoxy)acetic acid C1=CC=CC=2C3=CC=CC=C3C(C12)COC(=O)NCCOCCOCC(=O)O